(5-(3-(1-acetylpiperidin-4-yl)-5'-fluoro-1'-methyl-1H,1'H-[4,6'-biindazol]-1-yl)pentanoyl)glycine C(C)(=O)N1CCC(CC1)C1=NN(C=2C=CC=C(C12)C1=C(C=C2C=NN(C2=C1)C)F)CCCCC(=O)NCC(=O)O